(E)-7,11-hexadecadienyl acetate C(C)(=O)OCCCCCC\C=C\CCC=CCCCC